bis[2-(isopropyldimethoxysilyl)1,3-diphenyl-1,3-propanedione] platinum (II) [Pt+2].C(C)(C)[Si](C(C(=O)C1=CC=CC=C1)C(=O)C1=CC=CC=C1)(OC)OC.C(C)(C)[Si](C(C(=O)C1=CC=CC=C1)C(=O)C1=CC=CC=C1)(OC)OC